4-Chloro-1H-indazole-5-carboxylic acid tert-butyl ester C(C)(C)(C)OC(=O)C=1C(=C2C=NNC2=CC1)Cl